COCCOCOC1=CC=C2C(C(COC2=C1)C=1C=C2C=CC(NC2=CC1OCOCCOC)(C)C)=O 7-((2-methoxyethoxy)methoxy)-3-(7-((2-methoxyethoxy)methoxy)-2,2-dimethyl-1,2-dihydroquinolin-6-yl)chroman-4-one